3-isopropyl-2,6-dimethyl-3H-thieno[2,3-d]imidazole C(C)(C)N1C(=NC2=C1SC=C2C)C